[Na+].CC(CS(=O)(=O)[O-])(C)NC(C=C)=O 2-methyl-2-[(1-oxo-2-propenyl)amino]-1-propanesulfonic acid sodium salt